C(CCC)N(CCCC)CCCN dibutylaminoprop-ylamine